C(C)(C)(C)OC(=O)N(C[C@H]1NC(CC1)=O)CC1=C(C=C(C=C1)C1=NC=CC(=C1Cl)C=1C(=C(C=CC1)NC(=O)C1=NC=C(C(=O)O)C=C1)Cl)OC (S)-6-((3-(2-(4-(((tert-butoxycarbonyl)((5-oxopyrrolidin-2-yl)methyl)amino)methyl)-3-methoxyphenyl)-3-chloropyridin-4-yl)-2-chlorophenyl)carbamoyl)nicotinic acid